CCCCCCCCCCCCCCCC(=O)OC[C@H](COP(=O)(O)OCCN)OC(=O)CC/C=C\C/C=C\C/C=C\C/C=C\C/C=C\C/C=C\CC 1-palmitoyl-2-docosahexaenoyl-sn-glycero-3-phosphoethanolamine